1,3-diphenyl-4,4-bis(2-quinolinyl)-1-butanone C1(=CC=CC=C1)C(CC(C(C1=NC2=CC=CC=C2C=C1)C1=NC2=CC=CC=C2C=C1)C1=CC=CC=C1)=O